bis-urethane methacrylate C(C(=C)C)(=O)O.NC(=O)OCC.NC(=O)OCC